C(C1CO1)N(C1=C(C=CC=C1)OCC1CO1)CC1CO1 N,N-diglycidyl-2-glycidyloxyaniline